1-methoxy-1-(3,4-dimethoxyphenyl)-2-(2-methoxyphenoxy)-3-propanol COC(C(CO)OC1=C(C=CC=C1)OC)C1=CC(=C(C=C1)OC)OC